Cl.FC(OC1(CCC1)OCC(=O)N)(F)F 2-(3-Cis-(trifluoromethoxy)cyclobutoxy)acetamide HCl salt